NC=1C(=NC(=CN1)Br)O[C@H](C)C1=C(C(=CC(=C1)F)F)C1=NC=CC=C1C(C1=NN(C(=C1)C#N)C)O 3-((2-(2-((R)-1-((3-amino-6-bromopyrazin-2-yl)oxy)ethyl)-4,6-difluorophenyl)pyridin-3-yl)(hydroxy)methyl)-1-methyl-1H-pyrazole-5-carbonitrile